1,2-dibromo-4,5-di-tert-butylbenzene BrC1=C(C=C(C(=C1)C(C)(C)C)C(C)(C)C)Br